6-(2-ethynyl-6-fluoro-1-methyl-1H-benzo[d]imidazol-5-yl)-5-(3-fluoro-4-((4-methylpyrimidin-2-yl)oxy)phenyl)-7-methyl-7H-pyrrolo[2,3-d]pyrimidin-4-amine C(#C)C1=NC2=C(N1C)C=C(C(=C2)C2=C(C1=C(N=CN=C1N)N2C)C2=CC(=C(C=C2)OC2=NC=CC(=N2)C)F)F